(S)-4-(3-methylpiperazin-1-yl)-N-(quinoxalin-6-ylmethyl)-5-(trifluoromethyl)pyridin-3-amine C[C@H]1CN(CCN1)C1=C(C=NC=C1C(F)(F)F)NCC=1C=C2N=CC=NC2=CC1